methoxypropoxyneopentyl glycol monoacrylate C(C=C)(=O)O.COCCCOC(O)C(C)(CO)C